C(#N)[C@@]1(C(N(C[C@H]1C)C=1C=2N(N=CC1)C=C(C2)C2=CN=CC(=N2)C#N)=O)C2CC2 6-[4-[(3R,4S)-3-cyano-3-cyclopropyl-4-methyl-2-oxopyrrolidin-1-yl]pyrrolo[1,2-b]pyridazin-6-yl]pyrazine-2-carbonitrile